C1(\C=C/C(=O)OC(CCCCCCCC)O1)=O Octylmethylene Maleate